N-(2,5-dimethyl-1,1-dioxido-2,3,4,5-tetrahydrobenzo[f][1,2,5]thiadiazepin-8-yl)-2-(4-fluoro-6-oxopyridazin-1(6H)-yl)propanamide CN1S(C2=C(N(CC1)C)C=CC(=C2)NC(C(C)N2N=CC(=CC2=O)F)=O)(=O)=O